CC(CCCC)CCC(CCCC)CCC 5-methyl-8-propyldodecane